CN1CC2=C(C(=C1)C1=CC(N(C=C1C1=CC=CC=C1)C1COC1)=O)C=C(N2)C=2C=NN(C2)C(F)(F)F 6-methyl-4-(1-(oxetan-3-yl)-2-oxo-5-phenyl-1,2-dihydropyridin-4-yl)-2-(1-(trifluoromethyl)-1H-pyrazol-4-yl)-1,6-dihydro-7H-pyrrolo[2,3-c]pyridin